methyl (S)-2-(2,6-difluoro-4-(((R)-1,1,1-trifluorobutan-2-yl)amino) benzamido)-3-(8-(1,6-dimethyl-2-oxo-4-(trifluoromethyl)-1,2-dihydropyridin-3-yl)chroman-5-yl)propanoate FC1=C(C(=O)N[C@H](C(=O)OC)CC2=C3CCCOC3=C(C=C2)C=2C(N(C(=CC2C(F)(F)F)C)C)=O)C(=CC(=C1)N[C@@H](C(F)(F)F)CC)F